alpha-linolenic acid Magnesium [Mg].C(CCCCCCC\C=C/C\C=C/C\C=C/CC)(=O)O